1-(4-(3-Chloro-2-methylphenyl)piperazin-1-yl)-2-((3bR,4aR)-3-(4-hydroxy-3-methylpiperidin-1-carbonyl)-3b,4,4a,5-tetrahydro-1H-cyclopropa[3,4]cyclopenta[1,2-c]pyrazol-1-yl)ethanon ClC=1C(=C(C=CC1)N1CCN(CC1)C(CN1N=C(C2=C1C[C@@H]1[C@H]2C1)C(=O)N1CC(C(CC1)O)C)=O)C